3H-Phenoxazin-3-on C1=CC(C=C2OC3=CC=CC=C3N=C12)=O